BrC=1C=C(C(=NC1)C=1N=C2N(N=CC(=C2)C(F)(F)F)C1)SCC 2-(5-bromo-3-ethylsulfanyl-2-pyridinyl)-7-(trifluoromethyl)imidazo[1,2-b]pyridazine